tert-butyl N-(2-{2-[methoxy(methyl)carbamoyl]-4H,5H,6H,7H-thieno[2,3-c]pyridin-6-yl}ethyl)carbamate CON(C(=O)C1=CC2=C(CN(CC2)CCNC(OC(C)(C)C)=O)S1)C